C1(CC1)C1=CN=C(N=N1)N[C@@H]1C[C@H](CC1)NC1=CC=C(C=N1)N1C(C=CC(=C1)C#N)=O 6'-(((1S,3S)-3-((6-Cyclopropyl-1,2,4-triazin-3-yl)amino)cyclopentyl)amino)-2-oxo-2H-[1,3'-bipyridine]-5-carbonitrile